(1S,4S,5R)-(2-azabicyclo[2.2.1]heptan-5-yl)-3-(4-phenoxyphenyl)-1H-pyrazolo[3,4-d]pyrimidin-4-amine [C@@H]12NC[C@@H]([C@@H](C1)N1N=C(C=3C1=NC=NC3N)C3=CC=C(C=C3)OC3=CC=CC=C3)C2